C(CC)(=O)O[C@H]1[C@](O[C@@H]([C@H]1OC(CC)=O)COP(=O)(OC1=CC=CC=C1)N[C@H](C(=O)OCC)C)(C#N)C1=CC=C2C(=NC=NN21)N (2R,3R,4R,5R)-2-(4-aminopyrrolo[2,1-f][1,2,4]triazin-7-yl)-2-cyano-5-((((((S)-1-ethoxy-1-oxopropan-2-yl)amino)(phenoxy)phosphoryl)oxy)methyl)tetrahydrofuran-3,4-diyl dipropionate